C(CCC)[Si](OCCCC)(CCCC)CCCC Trin-butyl-monon-butoxysilane